5-(4-methoxynaphthalene-1-yl)-4-(4-methylphenyl)-1H-pyrazole COC1=CC=C(C2=CC=CC=C12)C1=C(C=NN1)C1=CC=C(C=C1)C